1-((9R)-7-acetyl-3-oxo-2,7-diazaspiro[4.5]decan-9-yl)-1-cyclopropyl-3-(2-fluoro-4-(trifluoromethoxy)benzyl)urea C(C)(=O)N1CC2(CC(NC2)=O)C[C@H](C1)N(C(=O)NCC1=C(C=C(C=C1)OC(F)(F)F)F)C1CC1